1-[2-Acetyl-5-(4,4,5,5-tetramethyl-1,3,2-dioxaborolan-2-yl)phenyl]-5-methyl-pyrazole-3-carbonitrile C(C)(=O)C1=C(C=C(C=C1)B1OC(C(O1)(C)C)(C)C)N1N=C(C=C1C)C#N